6-(benzothiophene-6-yl)-3,4-dihydro-isoquinoline S1C=CC2=C1C=C(C=C2)C=2C=C1CCN=CC1=CC2